ClC1=CC(=C(COC2=CC=CC(=N2)C2=CC(=C(CC3=NC4=C(N3C[C@@H]3OCCC3)C=C(C=C4)C(=O)O)C=C2)F)C=C1)F (R)-2-(4-(6-(4-chloro-2-fluorobenzyloxy)pyridin-2-yl)-2-fluorobenzyl)-1-((tetrahydrofuran-2-yl)methyl)-1H-benzo[d]imidazole-6-carboxylic acid